C(=O)O.FC(OC1=C(C=CC(=C1)C(F)(F)F)C=1C=2N(C(=NN1)N[C@H]1CNCCCCC1)C=CC2)F 1-[2-(difluoromethoxy)-4-(trifluoromethyl)phenyl]-N-[(3R)-azacyclooctan-3-yl]pyrrolo[1,2-d][1,2,4]triazin-4-amine formate